C(C)(C)(C)OC(=O)N1C(CCCC1)CCCCN=C=O (4-isocyanatobutyl)piperidine-1-carboxylic acid tert-butyl ester